C(C)OC1=NC=CC(=N1)C1=CC=2C=NC(=CC2N1)NC(=O)[C@H]1[C@@H](C1)C (1R,2R)-N-(2-(2-ethoxypyrimidin-4-yl)-1H-pyrrolo[3,2-c]pyridin-6-yl)-2-methylcyclopropanecarboxamide